C(#N)C1=CC(=NN1C)NC1=CC(=C(N=N1)C(=O)NC([2H])([2H])[2H])NC1=C(C(=CC=C1)C1=NC=CC=N1)OC 6-((5-cyano-1-methyl-1H-pyrazol-3-yl)amino)-4-((2-methoxy-3-(pyrimidin-2-yl)phenyl)amino)-N-(methyl-d3)pyridazine-3-carboxamide